Cl.FC1=CC=C(C=C1)C(N1[C@@H](CN[C@H](C1)C)CO)C1=CC=C(C=C1)F ((2s,5s)-1-(bis(4-fluorophenyl)methyl)-5-methylpiperazin-2-yl)methanol hydrochloride